C1=NC=C(C2=CC=CC=C12)N1C(NC2=C(C1=O)SC(=C2)C=2OC=CN2)=O 3-(4-isoquinolinyl)-6-oxazol-2-yl-1H-thieno[3,2-d]pyrimidine-2,4-dione